CC=1N=NC(=C(N1)NC1CCN(CC1)C)[C@@H](C)C1=CC=CC=C1 (S)-3-methyl-N-(1-methylpiperidin-4-yl)-6-(1-phenylethyl)-1,2,4-triazin-5-amine